N,N,N-trimethylammonium toluoyloxybenzeneSulphonate C=1(C(=CC=CC1)C(=O)OC1=C(C=CC=C1)S(=O)(=O)[O-])C.C[NH+](C)C